4-(3-((tert-butyldimethylsilyl)oxy)-3-methylcyclobutoxy)-6-chloro-2-(1,1-difluoroethyl)pyrimidine [Si](C)(C)(C(C)(C)C)OC1(CC(C1)OC1=NC(=NC(=C1)Cl)C(C)(F)F)C